5-(tert-butyl)-N-((3,3-difluoropiperidin-4-yl)methyl)-1,2,4-oxadiazole-3-carboxamide hydrochloride Cl.C(C)(C)(C)C1=NC(=NO1)C(=O)NCC1C(CNCC1)(F)F